(S)-2-amino-3,3,3-trifluoro-N-((3R,5S)-5-methyl-1-(8-(trifluoromethyl)quinolin-5-yl)piperidin-3-yl)propanamide N[C@@H](C(=O)N[C@H]1CN(C[C@H](C1)C)C1=C2C=CC=NC2=C(C=C1)C(F)(F)F)C(F)(F)F